N-(5-bromo-4-fluoro-2-((3S,5R)-3,4,5-trimethylpiperazin-1-yl)phenyl)-4-(trifluoromethyl)-6-(2-(trimethylsilyl)ethoxy)nicotinamide BrC=1C(=CC(=C(C1)NC(C1=CN=C(C=C1C(F)(F)F)OCC[Si](C)(C)C)=O)N1C[C@@H](N([C@@H](C1)C)C)C)F